NC=1C=C(C=CC1)C=1C=C(N(C1)C(C)C)C(=O)C1=CC(=C(C(=C1)OC)OC)OC [4-(3-aminophenyl)-1-isopropyl-1H-pyrrol-2-yl](3,4,5-trimethoxyphenyl)methanone